2-((4-(5-ethylpyrimidin-4-yl)piperazin-1-yl)methyl)-6-(2-methoxyethoxy)-1H-benzo[d]imidazole C(C)C=1C(=NC=NC1)N1CCN(CC1)CC1=NC2=C(N1)C=C(C=C2)OCCOC